(S)-6-chloro-N-(8,9-difluoro-6-oxo-1,4,5,6-tetrahydro-2H-pyrano[3,4-c]isoquinolin-1-yl)-N-methylimidazo[1,2-a]pyridine-2-carboxamide ClC=1C=CC=2N(C1)C=C(N2)C(=O)N(C)[C@@H]2COCC=1NC(C=3C=C(C(=CC3C12)F)F)=O